CC=1OC=C(N1)[C@H]1NOCC1 (3S)-3-(2-Methyloxazol-4-yl)isoxazolidine